hexafluoro-chloro-isobutylene FC=C(C(Cl)(F)F)C(F)(F)F